(R)-N-methyl-N-(2,2,2-trifluoro-1-(p-tolyl)ethyl)imidazo[1,2-a]pyrazine-2-sulfonamide CN(S(=O)(=O)C=1N=C2N(C=CN=C2)C1)[C@@H](C(F)(F)F)C1=CC=C(C=C1)C